(1aR,5aR)-2-(2,4-Difluoro-phenyl)-1a,2,5,5a-tetrahydro-1H-2,3-diaza-cyclopropa[a]pentalene-4-carboxylic acid (3-dimethylamino-tetrahydro-thiophen-3-ylmethyl)-amide CN(C1(CSCC1)CNC(=O)C=1C=2C[C@@H]3[C@H](C2N(N1)C1=C(C=C(C=C1)F)F)C3)C